3,5-bis(2-(methylsulfonyl)pyrimidin-4-yl)benzoic acid CS(=O)(=O)C1=NC=CC(=N1)C=1C=C(C(=O)O)C=C(C1)C1=NC(=NC=C1)S(=O)(=O)C